N1(N=CN=C1)C[C@H](C(=O)OC(C)C)OC(NC(C)C1=NC=C(C=N1)C(F)(F)F)=O Propan-2-yl (2R)-3-(1H-1,2,4-triazol-1-yl)-2-[({1-[5-(trifluoromethyl)pyrimidin-2-yl]ethyl}carbamoyl)oxy]propanoate